aminoButanamide NC(C(=O)N)CC